FC1=C(NO)C=CC=C1F 2,3-difluoro-anilinol